C1(CC1)N(S(=O)(=O)C1CN(C1)C1=CC=2C(C=N1)=CN(N2)C2=CC=CC=C2)C N-cyclopropyl-N-methyl-1-(2-phenyl-2H-pyrazolo[4,3-c]pyridin-6-yl)azetidine-3-sulfonamide